5-chloro-7-(2-fluoro-6-methyl-phenyl)-N-methyl-isoquinolin-3-amine ClC1=C2C=C(N=CC2=CC(=C1)C1=C(C=CC=C1C)F)NC